2-(2,3-dichloro-4-(2-methylenebutyryl)phenoxy)-N-(1-methyl-1H-indazol-7-yl)acetamide ClC1=C(OCC(=O)NC=2C=CC=C3C=NN(C23)C)C=CC(=C1Cl)C(C(CC)=C)=O